C(C=C)(=O)OC(C1=CC=CC=C1)(OC1=CC=CC=C1)O hydroxyphenoxybenzyl acrylate